2-(2-(bromomethyl)pyrimidin-5-yl)-5-(difluoromethyl)-1,3,4-oxadiazol BrCC1=NC=C(C=N1)C=1OC(=NN1)C(F)F